2,4-Dihydroxy-N-(5-nitrothiazol-2-yl)benzamide OC1=C(C(=O)NC=2SC(=CN2)[N+](=O)[O-])C=CC(=C1)O